methylcyclopentadienyl-platinum C[Pt]C1C=CC=C1